5-(1-ethylpiperidin-4-yl)-2-(4-isopropyl-5-(8-methoxy-[1,2,4]triazolo[1,5-a]pyridin-6-yl)-1H-pyrazol-3-yl)-4-methylthiazole C(C)N1CCC(CC1)C1=C(N=C(S1)C1=NNC(=C1C(C)C)C=1C=C(C=2N(C1)N=CN2)OC)C